N-(1-(3-benzoyl-5-methyl-2,4-dioxo-3,4-dihydropyrimidin-1(2H)-yl)-2-oxo-2-phenylethyl)benzamide C(C1=CC=CC=C1)(=O)N1C(N(C=C(C1=O)C)C(C(C1=CC=CC=C1)=O)NC(C1=CC=CC=C1)=O)=O